(R)-4-aminobutane-1,3-diol NC[C@@H](CCO)O